(S)-(1S,6S)-N-(6-(3-oxabicyclo[4.1.0]heptan-7-yl)-7-chloroisoquinolin-3-yl)-6-oxaspiro[2.5]octane-1-carboxamide [C@@H]12COCC[C@H]2C1C=1C=C2C=C(N=CC2=CC1Cl)NC(=O)[C@H]1CC12CCOCC2